C(#C)[C@@H]1CC[C@H](CC1)NC(OC(C)(C)C)=O tert-butyl trans-N-(4-ethynylcyclohexyl)carbamate